BrC1=NN(C(=C1)Br)C1=CC=C(C=C1)C1CC1 3,5-dibromo-1-(4-cyclopropylphenyl)pyrazole